4-(4-(8-(5-chloropyrimidin-2-yl)-3,8-diazabicyclo[3.2.1]octan-3-yl)-4-oxobutyl)phthalazin-1(2H)-one ClC=1C=NC(=NC1)N1C2CN(CC1CC2)C(CCCC2=NNC(C1=CC=CC=C21)=O)=O